BrC1=NC=CC(=C1)OCCCOC1=NC(=CC=C1)Cl 2-bromo-4-(3-((6-chloropyridin-2-yl)oxy)propoxy)pyridine